1-(2-(1H-inden-2-yl)phenyl)-2-isopropyl-1H-indene C1C(=CC2=CC=CC=C12)C1=C(C=CC=C1)C1C(=CC2=CC=CC=C12)C(C)C